7-Ethyl-5-(3-ethylpiperazin-1-yl)-2,3-dihydro-1,4-benzodioxine C(C)C=1C=C(C2=C(OCCO2)C1)N1CC(NCC1)CC